N-(3-bromo-2-chlorophenyl)-2-(methoxymethyl)thiazolo[4,5-c]pyridine-4-Amine BrC=1C(=C(C=CC1)NC1=NC=CC2=C1N=C(S2)COC)Cl